1,7-divinyl-octamethyl-tetrasiloxane C(=C)[Si](O[Si](O[Si](O[Si](C=C)(C)C)(C)C)(C)C)(C)C